5-isopropyl-5-{2-methoxy-4-[4-(3,5,6-trimethylpyridin-2-yl)piperazine-1-carbonyl]phenyl}imidazolidine-2,4-dione C(C)(C)C1(C(NC(N1)=O)=O)C1=C(C=C(C=C1)C(=O)N1CCN(CC1)C1=NC(=C(C=C1C)C)C)OC